NC1=CC=C(C(=O)[NH-])C=C1 4-aminobenzoylamide